CN1C=2C=CC=CC2N(C2=CC=CC=C12)C 5,10-dihydro-5,10-Dimethylphenazine